(R)-(6-(3-methyl-1H-pyrrolo[2,3-b]pyridine-5-yl)-8-(morpholin-3-yl)-3,4-dihydroisoquinolin-2(1H)-yl)(4-methylpiperazin-1-yl)methanone CC1=CNC2=NC=C(C=C21)C=2C=C1CCN(CC1=C(C2)[C@H]2NCCOC2)C(=O)N2CCN(CC2)C